ClC1=C(C=C(C(=C1)C(CO)(C)C)O)CC(=O)NC1=CC(=NC=C1)C(=O)NC(C#C)(C)C 4-[[2-[2-chloro-5-hydroxy-4-(2-hydroxy-1,1-dimethyl-ethyl)phenyl]acetyl]amino]-N-(1,1-dimethylpropan-2-ynyl)pyridine-2-carboxamide